FC=1C(=C(C=CC1F)NC(C(C(F)(F)F)(C(F)(F)F)O)=O)OC N-(3,4-difluoro-2-methoxyphenyl)-3,3,3-trifluoro-2-hydroxy-2-(trifluoromethyl)propanamide